(2r,5r)-5-(4-methoxybenzyl)pyrrolidine-1,2-dicarboxylic acid 1-(tert-butyl) 2-methyl ester COC(=O)[C@@H]1N([C@H](CC1)CC1=CC=C(C=C1)OC)C(=O)OC(C)(C)C